5,6-dihydro-6-heptyl-2H-pyran-2-one C(CCCCCC)C1CC=CC(O1)=O